1,2-benzisothiazole-3(2H)-on S1NC(C2=C1C=CC=C2)=O